N-(tert-butyl)-3-((2-((4-(1-((2-(2,6-dioxopiperidin-3-yl)-1-oxoisoindoline-5-yl)methyl)piperidin-4-yl)phenyl)amino)-5-methylpyrimidin-4-yl)amino)benzenesulfonamide C(C)(C)(C)NS(=O)(=O)C1=CC(=CC=C1)NC1=NC(=NC=C1C)NC1=CC=C(C=C1)C1CCN(CC1)CC=1C=C2CN(C(C2=CC1)=O)C1C(NC(CC1)=O)=O